C(C)(C)(C)[C@H]1C=2C=C(C(NC2C2=C(C1)N1C(=N2)C(=CC(=C1)Cl)C(F)(F)F)=O)C(=O)O (S)-5-(tert-butyl)-9-chloro-2-oxo-11-(trifluoromethyl)-1,2,5,6-tetrahydropyrido[2',1':2,3]imidazo[4,5-h]quinoline-3-carboxylic acid